methyl (6-chloropyridin-2-yl)prolinate ClC1=CC=CC(=N1)N1[C@@H](CCC1)C(=O)OC